1,8-dimethyl-3-(4-piperidyl)-6H-pyrido[2,3-d]pyridazine-2,5-dione CN1C(C(=CC2=C1C(=NNC2=O)C)C2CCNCC2)=O